FC1=C(C=CC=C1)N1C(=NC2=CC=CC=C2C1=O)C=O 3-(2-fluorophenyl)-4-oxoquinazoline-2-carbaldehyde